C(=O)(OCC1=CC=CC=C1)N(CCN)C N-Cbz-N-methylethylenediamine